FC1=C(C=CC(=C1)F)C1=CC=C(O1)C=C1C(C2=C(S1)C=CC=C2)=O 2-[[5-(2,4-Difluorophenyl)-2-furanyl]methylene]benzo[b]thiophen-3(2H)-one